IC1=CC=C2C(CCO2)=C1O 5-iodo-2,3-dihydrobenzofuran-4-ol